FC(C(=O)N1CCC(CC1)O)(F)C=1C=C(C(=O)NC2=CC(=C(C=C2)F)F)C=CC1C 3-(1,1-difluoro-2-(4-hydroxypiperidin-1-yl)-2-oxoethyl)-N-(3,4-difluorophenyl)-4-methylbenzamide